(1R,2S)-2-(3-{[6-(methanesulfinyl)-2-methoxypyridin-3-yl]amino}-1H-indazol-6-yl)-5'-methoxyspiro[cyclopropane-1,3'-indol]-2'(1H)-one CS(=O)C1=CC=C(C(=N1)OC)NC1=NNC2=CC(=CC=C12)[C@@H]1C[C@@]12C(NC1=CC=C(C=C21)OC)=O